Cl.N[C@H](C(=O)NC1=NC=CC(=C1)[C@@H](COC)N1C(N[C@@H](C1)C(F)(F)F)=O)C1CCC(CC1)(F)F (S)-2-Amino-2-(4,4-difluorocyclohexyl)-N-(4-((S)-2-methoxy-1-((S)-2-oxo-4-(trifluoromethyl)imidazolidin-1-yl)ethyl)pyridin-2-yl)acetamide hydrochloride